1-Bromopentan BrCCCCC